1-((3-((5-ethyl-2-methoxyphenyl)sulfonamido)-4-methoxybenzo[d]isoxazol-6-yl)methyl)-1H-pyrazole-4-carboxylic acid C(C)C=1C=CC(=C(C1)S(=O)(=O)NC1=NOC2=C1C(=CC(=C2)CN2N=CC(=C2)C(=O)O)OC)OC